2-(2-((5-(3-(aminomethyl)phenyl)-2-(2-methoxyethyl)benzofuran-3-yl)methoxy)-4-methoxyphenyl)acetic acid NCC=1C=C(C=CC1)C=1C=CC2=C(C(=C(O2)CCOC)COC2=C(C=CC(=C2)OC)CC(=O)O)C1